[O-]S(=O)(=O)C(F)(F)F.C(C)(C)(C)OC(=O)N1CC(C1)C[N+]=1NC=CC1 2-((1-(tert-butoxycarbonyl)azetidin-3-yl)methyl)-1H-pyrazole-2-ium triflate